C1(=CC=C(C=C1)C1(C2=CC=CC=C2C=2C(=CC=CC12)C=1C=C(C=CC1)C1=CC(=CC=C1)C1=NC(=NC(=N1)C1=CC=CC=C1)C1=CC=CC=C1)C1=CC=C(C=C1)C)C 2-(3'-(9,9-di-p-tolyl-9H-fluoren-4-yl)-[1,1'-biphenyl]-3-yl)-4,6-diphenyl-1,3,5-triazine